2'-((7-((S)-3-(Dimethylamino)pyrrolidine-1-carbonyl)-5,6,7,8-tetrahydrobenzo[4,5]thieno[2,3-d]pyrimidin-4-yl)amino)spiro[cyclohexane-1,4'-thieno[2,3-c]pyrrol]-6'(5'H)-one CN([C@@H]1CN(CC1)C(=O)C1CC2=C(C3=C(N=CN=C3NC3=CC4=C(C(NC45CCCCC5)=O)S3)S2)CC1)C